ClC1=CC=CC2=C1N=C(S2)NC(=O)C2=CN=C(S2)C(F)(F)F N-(4-chlorobenzo[d]thiazol-2-yl)-2-(trifluoromethyl)thiazole-5-carboxamide